4-nitro-N-phenylbenzene-1-sulfonamide [N+](=O)([O-])C1=CC=C(C=C1)S(=O)(=O)NC1=CC=CC=C1